2-(4-(8-(4-methoxyphenyl)-2-methyl-1H-imidazo[4,5-c]quinolin-1-yl)phenyl)-2-methylpropanenitrile COC1=CC=C(C=C1)C1=CC=2C3=C(C=NC2C=C1)N=C(N3C3=CC=C(C=C3)C(C#N)(C)C)C